FC=1C(=C2C(=NC(=NN2C1)N[C@@H]1[C@@H](CN(CC1)C1COC1)F)OC([2H])([2H])[2H])C=1C=CC2=C(N(N=N2)CC(F)(F)F)C1 6-fluoro-N-((3R,4S)-3-fluoro-1-(oxetan-3-yl)piperidin-4-yl)-4-(methoxy-d3)-5-(1-(2,2,2-trifluoroethyl)-1H-benzo[d][1,2,3]triazol-6-yl)pyrrolo[2,1-f][1,2,4]triazin-2-amine